CC12CNCC(CC1)N2C(=O)[O-] 1-methyl-3,8-diazabicyclo[3.2.1]octane-8-carboxylate